[1,2-13C]lactate [13C]([13CH](O)C)(=O)[O-]